N-(4-((2,4-dichlorobenzyl)oxy)phenyl)-5-fluoro-6-(1H-tetrazol-5-yl)benzofuran-3-carboxamide ClC1=C(COC2=CC=C(C=C2)NC(=O)C2=COC3=C2C=C(C(=C3)C3=NN=NN3)F)C=CC(=C1)Cl